O=C1NC(CCC1N1C(C2=CC=CC(=C2C1)CNC(C(C1=CC=C(C=C1)C1CCNCC1)=O)=O)=O)=O N-((2-(2,6-dioxopiperidin-3-yl)-1-oxoisoindolin-4-yl)methyl)-2-oxo-2-(4-(piperidin-4-yl)phenyl)acetamide